1-(1-(2-aminothiazol-5-yl)-2-(4,4-difluoropiperidin-1-yl)ethyl)-5,5-difluorotetrahydropyrimidin-2(1H)-one NC=1SC(=CN1)C(CN1CCC(CC1)(F)F)N1C(NCC(C1)(F)F)=O